N-(2,2-difluoroethyl)-4b,5-dihydroxy-4-methoxy-7-phenyl-7a-(4-(trifluoromethyl)phenyl)-4b,6,7,7a-tetrahydro-5H-cyclopenta[4,5]furo[2,3-c]pyridine-6-carboxamide FC(CNC(=O)C1C(C2(C(C3=C(C=NC=C3OC)O2)(C1O)O)C1=CC=C(C=C1)C(F)(F)F)C1=CC=CC=C1)F